O1C2=C(OCC1)C=C(C=C2)CN[C@H]2CO[C@H]1[C@@H]2OC[C@]1(O)CCC1=C(C=NC2=CC=C(N=C12)OC)F (3R,3aS,6S,6aR)-6-(((2,3-dihydrobenzo[b][1,4]dioxin-6-yl)methyl)amino)-3-(2-(3-fluoro-6-methoxy-1,5-naphthyridin-4-yl)ethyl)hexahydrofuro[3,2-b]furan-3-ol